ClC1=CC=C2C(=CC=NC2=C1)NCCCN(CC)CC N-(7-chloroquinolin-4-yl)-N',N'-diethylpropane-1,3-diamine